zinc oxide lead-zinc [Zn+2].[Pb+2].[O-2].[Zn+2].[O-2].[O-2]